FC(SN1C=CC2=CC=CC=C12)(F)F 1-trifluoromethylthioindole